O=C1SCCC1NC(=O)C1=CC(=CC(=C1)C(=O)NC1C(SCC1)=O)C(=O)NC1C(SCC1)=O N1,N3,N5-tris(2-oxotetrahydrothiophen-3-yl)benzene-1,3,5-tricarboxamide